methyl 3-(2-chloroacetylamino)-4-isopropylbenzoate ClCC(=O)NC=1C=C(C(=O)OC)C=CC1C(C)C